4-(4-((4-(3-((2-((1S)-1-((tetrahydro-2H-pyran-2-yl)oxy)ethyl)-1H-imidazol-1-yl)methyl)isoxazol-5-yl)phenyl)ethynyl)benzyl)morpholine O1C(CCCC1)O[C@@H](C)C=1N(C=CN1)CC1=NOC(=C1)C1=CC=C(C=C1)C#CC1=CC=C(CN2CCOCC2)C=C1